CS(=O)(=O)OC(C[C@@H]1OCCCC1)C1=NC=C(C=C1)Br |o1:7| 1-(5-bromopyridin-2-yl)-2-((R*)-tetrahydro-2H-pyran-2-yl)ethyl methanesulfonate